COC1=CC=C(C=C1)N1N=C(C2=C1C(N(CC2)C2=C(C=C(C=C2)N2C(CCC2)=O)C)=O)C(=O)N (4-methoxyphenyl)-7-oxo-6-[2-methyl-4-(2-oxo-tetrahydropyrrole-1-yl)phenyl]-4,5,6,7-tetrahydro-1H-pyrazolo[3,4-c]pyridine-3-formamide